2-[4-(4-fluorophenyl)-5-(pyridin-3-yl)-1H-imidazol-1-yl]-1-(4-methylpiperazin-1-yl)ethan-1-one FC1=CC=C(C=C1)C=1N=CN(C1C=1C=NC=CC1)CC(=O)N1CCN(CC1)C